(2-((2-((4-fluoro-2-methoxy-5-nitrophenyl)amino)pyrimidin-4-yl)amino)phenyl)dimethylphosphine FC1=CC(=C(C=C1[N+](=O)[O-])NC1=NC=CC(=N1)NC1=C(C=CC=C1)P(C)C)OC